6-phospho-d-glucono-1,5-lactone P(=O)(O)(O)OC[C@@H]1[C@H]([C@@H]([C@H](C(=O)O1)O)O)O